methyl 1-((4-(3,7-dimethyldibenzo[b,f][1,4]oxazepin-11-yl)piperazin-1-yl)methyl)cyclopropane-1-carboxylate CC1=CC2=C(C(=NC3=C(O2)C=C(C=C3)C)N3CCN(CC3)CC3(CC3)C(=O)OC)C=C1